FC(C1=CC=C(N=N1)CC1CC2(CN(C2)C(=O)N2CC3(C2)NC(CC3)=O)C1)(F)F 2-[6-[[6-(trifluoromethyl)pyridazin-3-yl]methyl]-2-azaspiro[3.3]heptane-2-carbonyl]-2,5-diazaspiro[3.4]octan-6-one